CC1=CC=C(C(=N1)C1CCN(CC1)CC(=O)N1CCOCC1)C1=NC(=NC=C1)C 2-(4-(6-Methyl-3-(2-methylpyrimidin-4-yl)pyridin-2-yl)piperidin-1-yl)-1-morpholinoethan-1-one